zirconium (1-ethyl-indenyl)zirconium C(C)C1C(=CC2=CC=CC=C12)[Zr].[Zr]